C(C(C)C)C(CN)CCCCCCCCCCCCCCCCN 2-isobutyl-1,18-octadecanediamine